[Si]([O-])([O-])([O-])[O-].[Ga+3].[La+3] lanthanum-gallium silicate